4-(6-chloro-4-methoxy-pyridazin-3-yl)-1,4-thiazinane-1,1-dioxide ClC1=CC(=C(N=N1)N1CCS(CC1)(=O)=O)OC